oxothiazolidinecarboxylic acid O=C1N[C@H](C(=O)O)CS1